ClC=1C=CC(=C(C1)CC(=O)NC1=CCN(C=C1)[C@@H]1C[C@@H](CC1)O)O 4-[[2-(5-Chloro-2-hydroxyphenyl)acetyl]amino]-N-[(1s,3r)-3-hydroxycyclopentyl]pyridin